N1(CCNCC1)C(=O)C1=CC=C(C=C1)C=1C=NC=C(C(=O)NC2=C(C=CC=C2)F)C1 5-(4-(piperazine-1-carbonyl)phenyl)-N-(2-fluorophenyl)nicotinamide